5-hydroxymethyl-deoxycytidine OCC=1C(=NC(N([C@H]2C[C@H](O)[C@@H](CO)O2)C1)=O)N